FC(C)[C@H]1C([C@H]2[C@@H]3CC[C@H]([C@@H](CCC(=O)O)C)[C@]3(CC[C@@H]2[C@]2(CCC(C[C@@H]12)=O)C)C)=O alpha-fluoro-3,7-dioxo-6alpha-ethyl-5beta-cholanic acid